(S)-(7-((4-(methylamino)-3-(trifluoromethyl)-1H-pyrrolo[2,3-b]pyridin-6-yl)amino)-2,3-dihydrobenzofuran-4-yl)(3-morpholinopyrrolidin-1-yl)methanone CNC1=C2C(=NC(=C1)NC1=CC=C(C=3CCOC31)C(=O)N3C[C@H](CC3)N3CCOCC3)NC=C2C(F)(F)F